methyl-bicyclo(1.1.1)pentane-1-carboxylic acid methyl ester COC(=O)C12C(C(C1)C2)C